2-(diethylcarbamoylamino)-4-[(4-fluorophenyl)methyl-[4-(5,6,7,8-tetrahydro-1,8-naphthyridin-2-yl)butyl]amino]butanoic acid C(C)N(C(=O)NC(C(=O)O)CCN(CCCCC1=NC=2NCCCC2C=C1)CC1=CC=C(C=C1)F)CC